(2R,1'R,3'R)-3-(2-cyclopentyl-2-phenyl-2-hydroxyacetoxy)-1-(methoxycarbonylmethyl)-1-methylpyrrolidinium bromide [Br-].C1(CCCC1)[C@@](C(=O)OC1C[N+](CC1)(C)CC(=O)OC)(O)C1=CC=CC=C1